(R)-(3',5'-difluoro-3-methyl-4'-ethenyl-[1,1'-biphenyl]) FC=1C=C(C=C(C1C=C)F)C1=CC(=CC=C1)C